[Cl-].C(C)[N+](CC)(CC)CC(=O)NN N,N,N-triethyl-2-hydrazino-2-oxoethyl-ammonium chloride